ClC1=C2C(=C(N=N1)Cl)N=C(C=C2)C 5,8-dichloro-2-methyl-pyrido[2,3-d]pyridazine